9-(1-((6-chloro-2-(pyrimidin-5-yl)pyridin-3-yl)amino)ethyl)-3-(2-hydroxyethyl)-4,7-dimethyl-3,4-dihydro-5H-pyrazolo[3,4-c]isoquinolin-5-one ClC1=CC=C(C(=N1)C=1C=NC=NC1)NC(C)C=1C=2C3=C(N(C(C2C=C(C1)C)=O)C)N(N=C3)CCO